C(#N)C1=CC(=C(COC2=CC=CC(=N2)C=2CCN(CC2)CC2=NC3=C(N2CC=2N=CN(C2)CC)C=C(C=C3)C(=O)O)C=C1)F 2-((6-((4-cyano-2-fluorobenzyl)oxy)-3',6'-dihydro-[2,4'-bipyridyl]-1'(2'H)-yl)methyl)-1-((1-ethyl-1H-imidazol-4-yl)methyl)-1H-benzo[d]imidazole-6-carboxylic acid